N-[4-(3-chloro-2-fluoro-anilino)-7-[2-[(3R)-1,3-dimethylpyrrolidin-3-yl]ethynyl]quinazolin-6-yl]-2-(hydroxymethyl)prop-2-enamide ClC=1C(=C(NC2=NC=NC3=CC(=C(C=C23)NC(C(=C)CO)=O)C#C[C@@]2(CN(CC2)C)C)C=CC1)F